tert-butyl 2-(4-(1-(2,6-dioxopiperidin-3-yl)-2-oxo-1,2-dihydrobenzo[cd]indol-6-yl)piperidin-1-yl)acetate O=C1NC(CCC1N1C(C2=C3C(C(=CC=C13)C1CCN(CC1)CC(=O)OC(C)(C)C)=CC=C2)=O)=O